FCCN1CCC(CC1)C1=C(N=C(S1)C1=NNC(=C1C(C)C)C=1C=C(C=2N(C1)N=CN2)OC)C 5-(1-(2-fluoroethyl)piperidin-4-yl)-2-(4-isopropyl-5-(8-methoxy-[1,2,4]triazolo[1,5-a]pyridin-6-yl)-1H-pyrazol-3-yl)-4-methylthiazole